C(C)N.C1=CC=CC2=CC=CC=C12 naphthalene ethaneamine salt